ClC1=C(C=CC(=C1)F)NC1=NC=C(C(=N1)N1C=C(C=C1)C(=O)O)C 1-(2-((2-chloro-4-fluorophenyl)amino)-5-methylpyrimidin-4-yl)-1H-pyrrole-3-carboxylic acid